5-chloro-4-(1H-indol-3-yl)-N-((3R)-1-(2-(1-(piperidine-3-ylmethyl)piperidin-4-yl)ethyl)pyrrolidin-3-yl)pyrimidin-2-amine ClC=1C(=NC(=NC1)N[C@H]1CN(CC1)CCC1CCN(CC1)CC1CNCCC1)C1=CNC2=CC=CC=C12